ClC=1C=C2CCO[C@H](C2=CC1)[C@H]1O[C@H]([C@@H]([C@@H]1O)O)N1C=C(C2=C1N=CN=C2C)F (2S,3S,4R,5R)-2-((R)-6-chloroisochroman-1-yl)-5-(5-fluoro-4-methyl-7H-pyrrolo[2,3-d]pyrimidin-7-yl)tetrahydrofuran-3,4-diol